N1N=C(C(=C1)C(=O)O)C(=O)O 1H-pyrazole-3,4-dicarboxylic acid